5-(2-((S)-1-amino-7-fluoro-2,3-dihydro-1H-inden-1-yl)ethyl)-1-(tetrahydro-2H-pyran-4-yl)pyrimidine-2,4,6(1H,3H,5H)-trione hydrochloride Cl.N[C@]1(CCC2=CC=CC(=C12)F)CCC1C(NC(N(C1=O)C1CCOCC1)=O)=O